[Fe](Br)(Br)Br iron(III) bromide